[Na].[Ag] silver, sodium salt